C(C1=CC=CC=C1)N(C(C(=O)OCC)=O)CC1=NC=C(C=C1)C(F)(F)F ethyl 2-[benzyl-[[5-(trifluoromethyl)-2-pyridyl]methyl]amino]-2-oxo-acetate